Tert-butyl (3-oxo-3-(propylamino)propyl)carbamate O=C(CCNC(OC(C)(C)C)=O)NCCC